(1s,4s)-4-({2-[2,6-dioxopiperidin-3-yl]-1,3-dioxoisoindol-5-yl}amino)cyclohexane-1-carboxylic acid O=C1NC(CCC1N1C(C2=CC=C(C=C2C1=O)NC1CCC(CC1)C(=O)O)=O)=O